5-Methyl-[1,3,4]oxadiazole-2-carboxylic acid [5-(1-methyl-2-oxo-1,2,3,4-tetrahydro-quinolin-6-yl)-pyridin-3-ylmethyl]-amide CN1C(CCC2=CC(=CC=C12)C=1C=C(C=NC1)CNC(=O)C=1OC(=NN1)C)=O